N[C@@H]1C[C@@H](OC1)C(=O)N1[C@H](C2=CC=CC=C2CC1)C1=CC=C(C=C1)F ((2R,4R)-4-aminotetrahydrofuran-2-yl)((S)-1-(4-fluorophenyl)-3,4-dihydroisoquinolin-2(1H)-yl)methanone